ClC=1C=C(C=CC1Cl)N1N=C(CC1)NC(CN1CCC(CC1)OCCOCCOCCNC(OC(C)(C)C)=O)=O tert-butyl (2-(2-(2-((1-(2-((1-(3,4-dichlorophenyl)-4,5-dihydro-1H-pyrazol-3-yl)amino)-2-oxoethyl)piperidin-4-yl)oxy)ethoxy)ethoxy)ethyl)carbamate